4-(4-aminocyclohexyloxy)piperidine-1-carboxylic acid benzyl ester C(C1=CC=CC=C1)OC(=O)N1CCC(CC1)OC1CCC(CC1)N